N2,N2,N6,N6-tetrakis(2-methoxyethyl)-8-(4-methoxypiperidin-1-yl)-N4-((3-methylisoxazol-5-yl)methyl)pyrimido[5,4-d]pyrimidine-2,4,6-triamine COCCN(C=1N=C(C2=C(N1)C(=NC(=N2)N(CCOC)CCOC)N2CCC(CC2)OC)NCC2=CC(=NO2)C)CCOC